3-[4-[2-(2-hydroxyethylamino)ethoxy]-2-[4-(trifluoromethyl)anilino]-3-pyridyl]-4H-1,2,4-oxadiazol-5-one, trifluoroacetate salt FC(C(=O)O)(F)F.OCCNCCOC1=C(C(=NC=C1)NC1=CC=C(C=C1)C(F)(F)F)C1=NOC(N1)=O